FC1=NN(C=C1)C1=C2C=CC(=NC2=CC=C1)C(=O)NS(=O)(=O)C1=C(C=CC=2C(COC21)(C)C)OC 5-(3-fluoro-1H-pyrazol-1-yl)-N-((6-methoxy-3,3-dimethyl-2,3-dihydrobenzofuran-7-yl)sulfonyl)quinoline-2-carboxamide